The molecule is a hydroxyanthraquinone that is 1,3,6,8-tetrahydroxy-9,10-anthraquinone bearing a 1-hydroxy-5-oxohexyl substituent at position 2 (the S-enantiomer). It has a role as a metabolite. It is a polyketide, a polyphenol, a tetrahydroxyanthraquinone and a methyl ketone. It is a conjugate acid of a (S)-5'-oxoaverantin(1-). CC(=O)CCC[C@@H](C1=C(C=C2C(=C1O)C(=O)C3=C(C2=O)C=C(C=C3O)O)O)O